methylundecene CC=CCCCCCCCCC